fluoroiodic acid I(=O)(=O)F